N-ethyl-3-(4-methoxyphenyl)acrylamide C(C)NC(C=CC1=CC=C(C=C1)OC)=O